O=C1NC=C(C2=CC=C(C=C12)O[C@@H](C(=O)O)C)C1=C(C=CC=C1)C (R)-2-((1-oxo-4-(o-tolyl)-1,2-dihydroisoquinolin-7-yl)oxy)propanoic acid